N-(4-chloro-2-fluorophenyl)-6-cyclopropyl-1H-pyrrolo[2,3-b]pyridine-3-sulfonamide ClC1=CC(=C(C=C1)NS(=O)(=O)C1=CNC2=NC(=CC=C21)C2CC2)F